N-[(2-Amino-3-pyridyl)sulfonyl]-6-tert-butyl-2-(p-tolyl)pyridin-3-carboxamid NC1=NC=CC=C1S(=O)(=O)NC(=O)C=1C(=NC(=CC1)C(C)(C)C)C1=CC=C(C=C1)C